ClC=1C=C(C=CC1)C(C(=O)N1CCCC1)=C (3-chlorophenyl)-1-(pyrrolidin-1-yl)prop-2-en-1-one